(S)-6-fluoro-8-(fluoromethyl-d2)-2-trifluoromethyl-2H-benzopyran-3-carboxylic acid methyl ester COC(=O)C=1[C@H](OC2=C(C1)C=C(C=C2C([2H])([2H])F)F)C(F)(F)F